bis(3-dimethylsilylpropyl) trisulfide C[SiH](CCCSSSCCC[SiH](C)C)C